OC=1C=C(C=CC1)\C=C/C(=O)C1=CC=C(C=C1)S(=O)(=O)NCCC(=O)O 3-[[4-[(Z)-3-(3-Hydroxyphenyl)prop-2-enoyl]phenyl]sulfonylamino]propanoic acid